CC=1C(=NC=CC1)C=O methyl-2-formylpyridine